OC(CCCC(=O)C(O)(C[N+](C)(C)C)CC([O-])=O)CC 5-Hydroxyheptanoylcarnitine